cis-pyrrolidine-1,2,5-tricarboxylic acid 1-benzyl 2,5-diethyl ester C(C)OC(=O)[C@@H]1N([C@@H](CC1)C(=O)OCC)C(=O)OCC1=CC=CC=C1